N-(4-(4-Amino-7-(1,1,1-trifluoropropan-2-yl)-7H-pyrrolo[2,3-d]pyrimidin-5-yl)benzeneyl)-2-(5-fluoropyridin-2-yl)-6-isopropyl-3-oxo-2,3-dihydropyridazine-4-carboxamide NC=1C2=C(N=CN1)N(C=C2C2=CC=C(C=C2)NC(=O)C=2C(N(N=C(C2)C(C)C)C2=NC=C(C=C2)F)=O)C(C(F)(F)F)C